2-({4-[(6-{[2-(hydroxymethyl)-4-methylphenoxy]methyl}pyridin-2-yl)methyl]piperidin-1-yl}methyl)-1-{[(2S)-oxetan-2-yl]methyl}-1H-1,3-benzodiazole-6-carboxylic acid OCC1=C(OCC2=CC=CC(=N2)CC2CCN(CC2)CC2=NC3=C(N2C[C@H]2OCC2)C=C(C=C3)C(=O)O)C=CC(=C1)C